methyl 7-bromo-1-((2-(trimethylsilyl)ethoxy)methyl)-1H-benzo[d]imidazole-2-carboxylate BrC1=CC=CC2=C1N(C(=N2)C(=O)OC)COCC[Si](C)(C)C